ClC=1N=CN(C1)C1=C(C=C(N)C=C1)OC 4-(4-chloroimidazol-1-yl)-3-methoxy-aniline